pyrazine hydrofluoric acid salt F.N1=CC=NC=C1